BrCCOC1=CC(=C(C=C1)Cl)Cl 4-(2-bromoethoxy)-1,2-dichlorobenzene